(1S,2S)-N-[3-(1H-1,3-benzodiazol-5-yl)-1H-pyrrolo[2,3-b]pyridin-6-yl]-2-fluorocyclopropane-1-carboxamide N1C=NC2=C1C=CC(=C2)C2=CNC1=NC(=CC=C12)NC(=O)[C@H]1[C@H](C1)F